OC(C)(CC)C=1C(NC=CC1)=O 3-(2-hydroxybutan-2-yl)pyridin-2(1H)-one